citryl acetate CC1=CCC(CC1)/C(=C\COC(=O)C)/C